3-(4-tert.-Butylphenyl)-4-[4-[(3S)-1-(3-fluoropropyl)pyrrolidin-3-yl]oxyphenyl]-2H-thiochromen-7-ol C(C)(C)(C)C1=CC=C(C=C1)C=1CSC2=CC(=CC=C2C1C1=CC=C(C=C1)O[C@@H]1CN(CC1)CCCF)O